OC[C@H](C(NC1=CC=C(C=C1)OC(F)(F)F)=O)NC(OC(C)(C)C)=O tert-butyl N-[(1R)-2-hydroxy-1-{[4-(trifluoromethoxy)phenyl]carbamoyl}ethyl]carbamate